N1=CN=C(C2=C1C1=C(S2)CCCC1)N 6,7,8,9-tetrahydrobenzothieno[3,2-d]pyrimidin-4-amine